1,3-bis(5-bromothienyl)-5,7-bis(2-ethylhexyl)benzo[1,2-c:4,5-c']dithiophene-4,8-dione BrC1=CC=C(S1)C1=C2C(=C(S1)C=1SC(=CC1)Br)C(C=1C(=C(SC1CC(CCCC)CC)CC(CCCC)CC)C2=O)=O